ClC1=CC=C2C(N(C=NC2=C1)CC1(CCN(CC1)C(CC1=CC=CC=C1)=O)O)=O 7-chloro-3-((4-hydroxy-1-(2-phenylacetyl)piperidin-4-yl)methyl)quinazolin-4(3H)-one